[Al].[Cr].[Fe] Iron-Chromium-aluminum